C(C)OC(=O)C1C(C(C(CC1C1=C(C=CC=C1)Br)=O)=CNCCN1CCN(CC1)CCO)=O ethyl-6-(2-bromophenyl)-3-(((2-(4-(2-hydroxyethyl) piperazin-1-yl)ethyl)amino) methylene)-2,4-dioxocyclohexane-1-carboxylate